5-((2',4'-dimethyl-[1,1'-biphenyl]-4-yl)methoxy)-1H-1,2,3-triazole-4-carboxylic acid CC1=C(C=CC(=C1)C)C1=CC=C(C=C1)COC1=C(N=NN1)C(=O)O